C(C)(=O)NC1=CC=C(C=C1)C1=C2CN(C(C2=CC=C1)=O)[C@@H](C(=O)O)CO (R)-2-(4-(4-acetamidophenyl)-1-oxoisoindolin-2-yl)-3-hydroxypropanoic acid